CC=1CCCC(C1)C1=C(C=C(C=C1OCN(C(OC)=O)C1=CC=C(C=C1)[N+](=O)[O-])CCCCC)OCN(C(OC)=O)C1=CC=C(C=C1)[N+](=O)[O-] dimethyl (((5'-methyl-4-pentyl-1',2',3',4'-tetrahydro-[1,1'-biphenyl]-2,6-diyl)bis(oxy))bis(methylene))bis((4-nitrophenyl)carbamate)